ClC1=CC(=CN=N1)N1CCC(CC1)(C(=O)OC)OC1=NN(C=C1)C Methyl 1-(6-chloropyridazin-4-yl)-4-[(1-methyl-1H-pyrazol-3-yl)oxy]piperidine-4-carboxylate